FC1CN(CCC1OC1=C(C=C(C=C1)NC(=O)NC1=C(C=C(C=C1)B1OC(C(O1)(C)C)(C)C)F)C(F)(F)F)C 1-(4-((3-fluoro-1-methylpiperidin-4-yl)oxy)-3-(trifluoromethyl)phenyl)-3-(2-fluoro-4-(4,4,5,5-tetramethyl-1,3,2-dioxaborolan-2-yl)phenyl)urea